5-amino-N-benzyl-6-[5-(hydroxymethyl)-1,3,4-oxadiazol-2-yl]-N-methylpyridine-3-sulphonamide NC=1C=C(C=NC1C=1OC(=NN1)CO)S(=O)(=O)N(C)CC1=CC=CC=C1